N,N'-methylenbis(acrylamide) C(NC(C=C)=O)NC(C=C)=O